(3-((3-methylazetidin-1-yl)methyl)pyridin-2-yl)boronic acid CC1CN(C1)CC=1C(=NC=CC1)B(O)O